BrC=1C=CC(=C(C1)NC(OC(C)(C)C)=O)C(CC)O tert-butyl (5-bromo-2-(1-hydroxypropyl)phenyl)carbamate